C(#N)C1=CC=2N(N=C1)C(=CC2)C2=NC=C(C(=O)NC[C@H](C(C)(C)O)F)C(=C2)NC2CCC(CC2)C=2N=NN(N2)C 6-(3-cyanopyrrolo[1,2-b]pyridazin-7-yl)-N-((R)-2-fluoro-3-hydroxy-3-methylbutyl)-4-(((1r,4R)-4-(2-methyl-2H-tetrazol-5-yl)cyclohexyl)amino)nicotinamide